1-(4-(((2-((2-chloro-3-(3'-chloro-5-(((3-hydroxypropyl)amino)methyl)-6-methoxy-[2,4'-bipyridin]-2'-yl)phenyl)amino)-3-fluoropyridin-4-yl)methyl)amino)piperidin-1-yl)ethan-1-one ClC1=C(C=CC=C1C1=NC=CC(=C1Cl)C1=NC(=C(C=C1)CNCCCO)OC)NC1=NC=CC(=C1F)CNC1CCN(CC1)C(C)=O